3-Amino-4-(7-fluoro-1H-indazol-4-yl)-6-(3-hydroxy-3-methyl-butyl)-7-methyl-1H-1,5-naphthyridin-2-one NC=1C(NC2=CC(=C(N=C2C1C1=C2C=NNC2=C(C=C1)F)CCC(C)(C)O)C)=O